CC1=C(C2=C(N=N1)SC1=C2N=CN=C1NCC=1C=CC(=C(C(=O)NCC(C)C)C1)F)C 5-[[(3,4-dimethylpyrimido[4',5':4,5]thieno[2,3-c]pyridazin-8-yl)amino]methyl]-2-fluoro-N-isobutyl-benzamide